2-(2,5-difluoro-4-methylbenzene-1-carbonyl)-9,9-dimethyl-8-oxo-2-azaspiro[4.5]dec-6-ene-7-carbonitrile FC1=C(C=C(C(=C1)C)F)C(=O)N1CC2(CC1)C=C(C(C(C2)(C)C)=O)C#N